ClC1=C(C(=CC=C1)CN1[C@H](C[C@@]2(CC1)OCCC1=C2SC(=C1CO)Cl)C)O 2-chloro-6-[[(2'S,7R)-2-chloro-3-(hydroxymethyl)-2'-methyl-spiro[4,5-dihydrothieno[2,3-c]pyran-7,4'-piperidine]-1'-yl]methyl]phenol